FC1=C(C=C(C=C1)NC(C=C)=O)NC1=NC(=NC=C1C=1C=C2C=CNC2=CC1)NC=1C=NN(C1)C N-(4-fluoro-3-{[5-(1H-indol-5-yl)-2-[(1-methyl-1H-pyrazol-4-yl)amino]pyrimidin-4-yl]amino}phenyl)prop-2-enamide